CC1=C(C=CC2=C(N=NN2)C(=O)O)C=CC(=C1)C 5-(2,4-dimethylstyryl)-1H-1,2,3-triazole-4-carboxylic acid